CN1N=C2C(C(NC(=C2)C2=CC=3C(C(=N2)O[C@H](C)[C@H]2CNC(C2)=O)=CN(N3)C)=O)=C1 2-methyl-6-[2-methyl-4-[(1R)-1-[(3R)-5-oxopyrrolidin-3-yl]ethoxy]pyrazolo[4,3-c]pyridin-6-yl]-5H-pyrazolo[4,3-c]pyridin-4-one